C/C(=C/CCC=O)/CCC=C(C)C (4Z)-5,9-dimethyldeca-4,8-dienal